ethyl 2-[[3-(methoxymethoxy)-4-methyl-5-(4-methyl-2-phenyl-thiazol-5-yl)pyridine-2-carbonyl]amino]acetate COCOC=1C(=NC=C(C1C)C1=C(N=C(S1)C1=CC=CC=C1)C)C(=O)NCC(=O)OCC